C(C(=C)C)(=O)OCCCSC=1C=CC=2C(C3=CC=CC=C3SC2C1)=C(C(=O)NCCOC(C(=C)C)=O)C#N 3-((9-(1-cyano-2-((2-(methacryloyloxy)ethyl)amino)-2-oxoethylidene)-9H-thioxanthen-3-yl)thio)propyl methacrylate